S1SN=C(C=C1)C(C)O (1,2,3-Dithiazin-4-yl)ethanol